N-((1S,2S)-2-hydroxycyclopentyl)-4-(4-(2-methyloxazol-4-yl)benzyl)-6-(1H-pyrazol-1-yl)picolinamide O[C@@H]1[C@H](CCC1)NC(C1=NC(=CC(=C1)CC1=CC=C(C=C1)C=1N=C(OC1)C)N1N=CC=C1)=O